2-(2,6-dioxopiperidin-3-yl)-5-((4-(4'-fluoro-3,4,5,6-tetrahydro-[1,1'-biphenyl]-2-carbonyl)piperazin-1-yl)methyl)isoindoline-1,3-dione O=C1NC(CCC1N1C(C2=CC=C(C=C2C1=O)CN1CCN(CC1)C(=O)C1=C(CCCC1)C1=CC=C(C=C1)F)=O)=O